2-chloro-3-trifluoromethyl-5-acetylpyridine ClC1=NC=C(C=C1C(F)(F)F)C(C)=O